6-(5,6-Dimethoxypyridin-3-yl)-8-(4-(2-methoxyethoxy)phenyl)-4-methyl-quinazoline COC=1C=C(C=NC1OC)C=1C=C2C(=NC=NC2=C(C1)C1=CC=C(C=C1)OCCOC)C